CON=C1/C(/CC2=C(C=CC=C12)O)=C/C1=CC=C(C=C1)F ((E)-4-fluorobenzylidene)-4-hydroxy-2,3-dihydro-1H-inden-1-one-O-methyl oxime